ClC=1C=C(OC2CN(CC2)C(=O)OC(C)(C)C)C=C(C1)NC(CCC=1C=C2C(N(CC2=CC1)C1C(NC(CC1)=O)=O)=O)=O tert-butyl 3-(3-chloro-5-(3-(2-(2,6-dioxopiperidin-3-yl)-3-oxoisoindolin-5-yl)propanamido) phenoxy)pyrrolidine-1-carboxylate